Cl.N[C@@H]1C[C@H](C1)NC1CC=2C=CC(=CC2CC1)N1C(N=C(C=C1)NC(=O)N1CCNCC1)=O N-(1-(6-((Trans-3-Aminocyclobutyl)Amino)-5,6,7,8-Tetrahydronaphthalen-2-Yl)-2-Oxo-1,2-Dihydropyrimidin-4-Yl)Piperazine-1-Carboxamide Hydrochloride Salt